[Ru].N1=C(C=CC=C1)C1=NC=CC=C1.N1=C(C=CC=C1)C1=NC=CC=C1.N1=C(C=CC=C1)C1=NC=CC=C1 tris-bipyridyl ruthenium